(R)-N-((R)-9-(4-bromophenylsulfonyl)-2,3,4,9-tetrahydro-1H-carbazol-4-yl)-2-methylpropan-2-sulfinamide BrC1=CC=C(C=C1)S(=O)(=O)N1C2=CC=CC=C2C=2[C@@H](CCCC12)N[S@](=O)C(C)(C)C